C(C)(C)C1(C(CCCC1OC)OC)CCC(C)C 2-isopropyl-2-isopentyl-1,3-dimethoxycyclohexane